methyl (S)-4-amino-3-(2-fluoroethoxy)-5-((oxetan-2-ylmethyl)amino)benzoate NC1=C(C=C(C(=O)OC)C=C1NC[C@H]1OCC1)OCCF